6-(6-(1-(azetidin-3-yl)-1H-pyrazol-4-yl)imidazo[1,2-b]pyridazin-3-yl)-N-(pyrrolidin-3-yl)pyridin-2-amine N1CC(C1)N1N=CC(=C1)C=1C=CC=2N(N1)C(=CN2)C2=CC=CC(=N2)NC2CNCC2